FC=1C=CC(=C(C1)[C@@H](C)NC=1C=CC=2N(N1)C(=CN2)C2=NC=CC(=C2)N2C[C@@H](CC2)O)O (R)-1-(2-(6-(((R)-1-(5-fluoro-2-hydroxyphenyl)ethyl)amino)imidazo[1,2-b]pyridazin-3-yl)pyridin-4-yl)pyrrolidin-3-ol